ethyl 5-amino-8-bromo-7-(3-cyanophenyl)-[1,2,4]triazolo[1,5-c]pyrimidine-2-carboxylate NC1=NC(=C(C=2N1N=C(N2)C(=O)OCC)Br)C2=CC(=CC=C2)C#N